ClC1=CC=C(C(=N1)C=1C=CC(=C(C=O)C1)B1OC(C(O1)(C)C)(C)C)NC(C)C=1C=C(C=C2C(C(=C(OC12)N1CCC(CC1)(F)F)C)=O)C 5-[6-chloro-3-[1-[2-(4,4-difluoro-1-piperidyl)-3,6-dimethyl-4-oxo-chromen-8-yl]ethylamino]-2-pyridyl]-2-(4,4,5,5-tetramethyl-1,3,2-dioxaborolan-2-yl)benzaldehyde